ClC=1C(=CC(=C(C(=O)NC=2C=C(C=CC2)[S@](=O)(C)=NC(CNC(OC(C)(C)C)=O)=O)C1)OC=1C(=NC(=CC1)F)C)C(F)(F)F tert-butyl (R)-(2-(((3-(5-chloro-2-((6-fluoro-2-methylpyridin-3-yl)oxy)-4-(trifluoromethyl)benzamido)phenyl) (methyl)(oxo)-λ6-sulfaneylidene)amino)-2-oxoethyl)carbamate